2-(2'-hydroxy-3'-methacrylamidomethyl-5'-octylphenyl)benzotriazole OC1=C(C=C(C=C1CNC(C(=C)C)=O)CCCCCCCC)N1N=C2C(=N1)C=CC=C2